BrC=1C=CC(=C(C1)[C@]12N=C(SC[C@H]1[C@@H](OC2)COC(C2=CC=CC=C2)(C2=CC=CC=C2)C2=CC=CC=C2)NC(C2=CC=CC=C2)=O)F N-((4aR,5R,7aR)-7a-(5-bromo-2-fluorophenyl)-5-((trityloxy)methyl)-4a,5,7,7a-tetrahydro-4H-furo[3,4-d][1,3]thiazin-2-yl)benzamide